O[C@@H](C)C=1N(C=CN1)CC1=NOC(=C1)C1=CC=C(C=C1)C#CC=1C=CC(=NC1)CNCC1CC(NC1)=O 4-((((5-((4-(3-((2-((S)-1-hydroxyethyl)-1H-imidazol-1-yl)methyl)isoxazol-5-yl)phenyl)ethynyl)pyridin-2-yl)methyl)amino)methyl)pyrrolidin-2-one